CC(C(=O)O)(CCCC)C α,α-dimethyl-caproic acid